N-(4-(2,4-dichlorophenoxy)-3-(3-methylbenzo[d]isoxazol-5-yl)phenyl)-4-fluorobenzenesulfonamide ClC1=C(OC2=C(C=C(C=C2)NS(=O)(=O)C2=CC=C(C=C2)F)C=2C=CC3=C(C(=NO3)C)C2)C=CC(=C1)Cl